N1C=CC2=CC=CC(=C12)P(C)(C)=O 1H-indol-7-yl-dimethylphosphine oxide